tert-butyl (2R,5S)-4-(2-fluoro-6',7'-dihydrospiro[cyclopropane-1,5'-pyrrolo[2,3-d]pyrimidin]-4'-yl)-2,5-dimethylpiperazine-1-carboxylate FC1CC12CNC=1N=CN=C(C12)N1C[C@H](N(C[C@@H]1C)C(=O)OC(C)(C)C)C